CC1=CC(=C(C(=O)O)C=C1)NC(=O)C1=CN(C2=CC=CC=C12)CC1=NC=CC=C1 4-methyl-2-[1-(pyridin-2-ylmethyl)-1H-indole-3-carboxamido]benzoic acid